3,5-dichloro-7-{[(1,3-thiazol-2-yl)methyl]amino}thieno[3,2-b]pyridin ClC1=CSC=2C1=NC(=CC2NCC=2SC=CN2)Cl